1-(1-aminoisoquinolin-4-yl)-N-(2,5-dimethyl-6-(2H-1,2,3-triazol-2-yl)pyridin-3-yl)-5-(trifluoromethyl)-1H-pyrazole-4-carboxamide NC1=NC=C(C2=CC=CC=C12)N1N=CC(=C1C(F)(F)F)C(=O)NC=1C(=NC(=C(C1)C)N1N=CC=N1)C